2-(dimethylamino)-4-((2-methoxy-3-(1-methyl-1H-1,2,4-triazol-3-yl)phenyl)amino)-N-methylpyrimidine CN(C1N(C=CC(=N1)NC1=C(C(=CC=C1)C1=NN(C=N1)C)OC)C)C